1-(4-(7-(8-ethynylnaphthalen-1-yl)-8-fluoropyrido[4,3-d]pyrimidin-4-yl)piperazin-1-yl)prop-2-en-1-one C(#C)C=1C=CC=C2C=CC=C(C12)C1=C(C=2N=CN=C(C2C=N1)N1CCN(CC1)C(C=C)=O)F